COC(C1=CC(C(=O)OC)=C(C(=C1)C)\C=C\C1=CC2=CC=CC=C2C=C1)=O (E)-5-methyl-4-(2-(naphthalen-2-yl)vinyl)isophthalic acid dimethyl ester